O=C1NC(CCC1N1C(N(C2=C1C=CC(=C2)C2CC(C2)CCCCC(=O)O)C)=O)=O 5-[3-[1-(2,6-dioxopiperidin-3-yl)-3-methyl-2-oxo-1,3-benzodiazol-5-yl]cyclobutyl]pentanoic acid